1-{4-[5-(2-Chloro-biphenyl-4-yl)-[1,2,4]-oxadiazol-3-yl]-benzyl}-4-(4-methoxy-benzyl)-piperidine-4-carboxylic acid ClC1=C(C=CC(=C1)C1=NC(=NO1)C1=CC=C(CN2CCC(CC2)(C(=O)O)CC2=CC=C(C=C2)OC)C=C1)C1=CC=CC=C1